8-(6-Methoxypyridin-3-yl)-1-(4-(piperazin-1-yl)-3-(trifluoromethyl)phenyl)-5-(2-(pyrrol-1-yl)ethyl)-1,5-dihydro-4H-imidazo[4,5-c]quinolin-4-one COC1=CC=C(C=N1)C1=CC=2C3=C(C(N(C2C=C1)CCN1C=CC=C1)=O)N=CN3C3=CC(=C(C=C3)N3CCNCC3)C(F)(F)F